2-Amino-N-[4-fluoro-2-methyl-5-[(5-propan-2-yl-1,3-thiazol-2-yl)carbamoyl]phenyl]-1,3-thiazole-5-carboxamide NC=1SC(=CN1)C(=O)NC1=C(C=C(C(=C1)C(NC=1SC(=CN1)C(C)C)=O)F)C